tert-butyl 4-(4-((6aR)-2-(2-hydroxyphenyl)-5,6,6a,7,8,9-hexahydropyrrolo[1',2':4,5]pyrazino[2,3-c]pyridazin-8-yl)piperazin-1-yl)piperidine-1-carboxylate OC1=C(C=CC=C1)C=1C=C2C(=NN1)NC[C@@H]1N2CC(C1)N1CCN(CC1)C1CCN(CC1)C(=O)OC(C)(C)C